ClC=1C=CC2=C(C(=NCC3=C2N=C(N=C3)NC3=CC(=C(C(=O)NCCCCCC(=O)OC)C=C3)OC)C3=C(C=CC=C3OC)F)C1 methyl 6-(4-((9-chloro-7-(2-fluoro-6-methoxyphenyl)-5H-benzo[c]pyrimido[4,5-e]azepin-2-yl)amino)-2-methoxybenzamido)hexanoate